C(CCC\C=C/CC)OC(CCC(=O)OCCCCCCCN(CCCCCCCOC(CCC(OCCCC\C=C/CC)OCCCC\C=C/CC)=O)CCCN1CC(NCC1)=O)OCCCC\C=C/CC ((3-(3-oxopiperazin-1-yl)propyl)azanediyl)bis(heptane-7,1-diyl) bis(4,4-bis(((Z)-oct-5-en-1-yl)oxy)butanoate)